3-cyclopropyl-N6-(1-ethylpropyl)-N8-pyrimidin-5-yl-[1,2,4]triazolo[4,3-b]pyridazine-6,8-diamine C1(CC1)C1=NN=C2N1N=C(C=C2NC=2C=NC=NC2)NC(CC)CC